8-Cyclopentyl-9-(4-((1-(3-fluoropropyl)azetidin-3-yl)methyl)phenyl)-6,7-dihydro-5H-benzo[7]annulen C1(CCCC1)C=1CCCC2=C(C1C1=CC=C(C=C1)CC1CN(C1)CCCF)C=CC=C2